N1CC(CC2=CC=CN=C12)C(=O)O 2,4-dihydro-1,8-naphthyridine-3-carboxylic acid